FS(=O)(=O)C=1NC=CC1 (fluorosulfonyl)azole